Cl.C(#N)N=S(=O)(NC(NC1=C2CCCC2=CC=2CCCC12)=O)\C=C\[C@@H]1NCCC1 (E)-N'-cyano-N-((1,2,3,5,6,7-hexahydro-s-indacen-4-yl)carbamoyl)-2-((R)-pyrrolidin-2-yl)ethene-1-sulfonimidamide hydrochloride